Phenylthiochloride C1(=CC=CC=C1)SCl